(4-amino-5-(ethoxy-d5)pyridin-2-yl)acetamide hydrochloride Cl.NC1=CC(=NC=C1OC(C([2H])([2H])[2H])([2H])[2H])CC(=O)N